C(C1=CC=CC=C1)O[C@@H]1[C@@H](O[C@@H]([C@H]1OCC1=CC=CC=C1)COCC1=CC=CC=C1)N1C2=NC=NC(=C2N=C1)N 9-(2',3',5'-Tri-O-benzyl-β-D-arabinofuranosyl)adenine